(2S,5S)-9-bromo-2,3,4,5-tetrahydro-2,5-methanopyrido[3,4-f][1,4]oxazepine BrC1=CN=CC=2[C@H]3NC[C@@H](OC21)C3